CN(C(=O)C=1NC2=CC=CC(=C2C1)C1=CC=C(C=C1)C1CCNCC1)C N,N-dimethyl-4-(4-(piperidin-4-yl)phenyl)-1H-indole-2-carboxamide